C(C)(C)O\N=C(/C)\C1=CC(=NN(C1=O)C[C@H](C(C)C)NC(C(C)C)=O)OCC1=C(C=CC=C1)OC (S,E)-N-(1-(5-(1-(isopropoxyimino)ethyl)-3-((2-methoxybenzyl)oxy)-6-oxopyridazin-1(6H)-yl)-3-Methylbutan-2-yl)isobutyramide